COCCNC(=O)C1=CC2=C(N(C(=N2)NC2=NC3=C(N2)C=CC(=C3)OC(F)(F)F)C)C=C1 N-(2-methoxyethyl)-1-methyl-2-((5-(trifluoro-methoxy)-1H-benzo[d]-imidazol-2-yl)amino)-1H-benzo[d]imidazole-5-carboxamide